((1S,4R,6R)-6-((5-bromopyridin-2-yl)oxy)-2-azabicyclo[2.2.2]oct-2-yl)(2-(5-fluoropyrimidin-2-yl)phenyl)methanone BrC=1C=CC(=NC1)O[C@@H]1C[C@@H]2CN([C@H]1CC2)C(=O)C2=C(C=CC=C2)C2=NC=C(C=N2)F